CC1=C(OC2=C(C=C(C=C2C1=O)C)[C@@H](C)NC=1C=NC(=CC1)C(F)(F)F)C1=CC=CC=C1 3,6-Dimethyl-2-phenyl-8-[(1R)-1-[[6-(trifluoromethyl)-3-pyridyl]amino]ethyl]chromen-4-one